5-(6-cyanopyridin-3-yl)-3-(2,4-difluorophenyl)-2-methylpyrazolo[1,5-a]pyrimidine C(#N)C1=CC=C(C=N1)C1=NC=2N(C=C1)N=C(C2C2=C(C=C(C=C2)F)F)C